(1R,2S,5S)-N-(2-amino-2-oxo-1-phthalazin-1-yl-ethyl)-3-[(2S)-4,4-difluoro-2-[(2,2,2-trifluoroacetyl)amino]butanoyl]-6,6-dimethyl-3-azabicyclo[3.1.0]hexane-2-carboxamide NC(C(C1=NN=CC2=CC=CC=C12)NC(=O)[C@@H]1[C@H]2C([C@H]2CN1C([C@H](CC(F)F)NC(C(F)(F)F)=O)=O)(C)C)=O